6-(6-(1'-Isopropyl-[1,4'-bipiperidin]-4-yl)-1,4-dimethyl-1H-benzo[d]imidazol-2-yl)-8-methoxy-[1,2,4]triazolo[1,5-a]pyridin C(C)(C)N1CCC(CC1)N1CCC(CC1)C=1C=C(C2=C(N(C(=N2)C=2C=C(C=3N(C2)N=CN3)OC)C)C1)C